5-bromo-3-(5-(2,6-dichlorophenyl)-1,3,4-oxadiazol-2-yl)pyridin-2-amine BrC=1C=C(C(=NC1)N)C=1OC(=NN1)C1=C(C=CC=C1Cl)Cl